C1(C=CC(C2=C3C(C=CC(C3=CC=C12)=O)=O)=O)=O 1,4,5,8-phenanthrenediquinone